FC1=CC=C(C=C1)CC=1C(=NC=CN1)NCC1N(CC1)C 3-(4-fluorophenylmethyl)-N-((1-methylazetidin-2-yl)methyl)pyrazin-2-amine